2-[(4R)-4-Aminohept-5-ynyl]-7,8-difluoro-6-[5-(trifluoromethyl)pyrimidin-2-yl]isoquinolin-1-one N[C@H](CCCN1C(C2=C(C(=C(C=C2C=C1)C1=NC=C(C=N1)C(F)(F)F)F)F)=O)C#CC